CC=1N=C(C2=C(N1)C=NC(=C2)C=2C=NN(C2)C)N[C@H](C)C2=CC(=CC=C2)C(F)(F)F 2-methyl-6-(1-methyl-1H-pyrazol-4-yl)-N-{(1R)-1-[3-(trifluoromethyl)phenyl]ethyl}pyrido[3,4-d]pyrimidin-4-amine